C(C)(C)(C)OC(=O)N1CC(C1)C(=O)C12CC(C1)(C2)NC(=O)OCC2=CC=CC=C2 3-[3-(benzyloxycarbonylamino)-1-bicyclo[1.1.1]pentanoyl]azetidine-1-carboxylic acid tert-butyl ester